methyl (methylthio) sulfoxide CSS(=O)C